[N+](=O)([O-])C1=CC=C(C=C1)N1CCC(CC1)N1CCC2(CCN(CC2)C2=CC=C3C=NN(C(C3=C2)=O)C2C(NC(CC2)=O)=O)CC1 3-(7-(9-(1-(4-nitrophenyl)piperidin-4-yl)-3,9-diazaspiro[5.5]undecan-3-yl)-1-oxophthalazin-2(1H)-yl)piperidine-2,6-dione